The molecule is a steroid glucosiduronic acid that consists of 17alpha-estradiol having beta-glucuronyl and alpha-N-acetylglucosaminyl residues attached via glycosidic linkages at positions 3 and 17 respectively. It derives from a 17alpha-estradiol. It is a conjugate acid of a 17alpha-(N-acetyl-alpha-D-glucosaminyl)estradiol 3-glucosiduronate. CC(=O)N[C@@H]1[C@H]([C@@H]([C@H](O[C@@H]1O[C@@H]2CC[C@@H]3[C@@]2(CC[C@H]4[C@H]3CCC5=C4C=CC(=C5)O[C@H]6[C@@H]([C@H]([C@@H]([C@H](O6)C(=O)O)O)O)O)C)CO)O)O